C1OCC2C1CC(C2)N2N=C(C=1C2=NC(=NC1)NC=1C(=CC=2N(C1)N=CN2)C)C 1-(hexahydro-1H-cyclopenta[c]furan-5-yl)-3-methyl-N-(7-methyl-[1,2,4]triazolo[1,5-a]pyridin-6-yl)-1H-pyrazolo[3,4-d]pyrimidin-6-amine